ClC=1C=C2CN(CC2=CC1OC)C(C(C[C@@]1(C(NC(N1)=O)=O)C1CC1)C)=O (5s)-5-(3-(5-chloro-6-methoxyisoindolin-2-yl)-2-methyl-3-oxopropyl)-5-cyclopropylimidazolidine-2,4-dione